N-[2-(p-xylenesulfonyloxy)phenyl]-N'-[3-(p-xylenesulfonyloxy)phenyl]urea C1(CC=C(C=C1)C)(C)S(=O)(=O)OC1=C(C=CC=C1)NC(=O)NC1=CC(=CC=C1)OS(=O)(=O)C1(CC=C(C=C1)C)C